(E)-6-(3-methoxy-2-((5-oxo-2,5-dihydro-1,2,4-thiadiazol-3-yl)methoxy)styryl)-4-oxo-2-thioxo-1,2,3,4-tetrahydropyrimidine-5-carbonitrile COC=1C(=C(/C=C/C2=C(C(NC(N2)=S)=O)C#N)C=CC1)OCC=1NSC(N1)=O